(4-(3-phenyl-7-((tetrahydro-2H-pyran-2-yl)oxy)-2H-chromen-4-yl)phenyl)-2,7-diazaspiro[3.5]Nonane-7-carboxylic acid tert-butyl ester C(C)(C)(C)OC(=O)N1CCC2(CNC2C2=CC=C(C=C2)C2=C(COC3=CC(=CC=C23)OC2OCCCC2)C2=CC=CC=C2)CC1